(R)-3-benzyl-2-(6-(2-((tert-butyldimethylsilyl)oxy)ethyl)-2,2-bis(methoxymethyl)-4,7-dimethyl-2,3-dihydro-1H-inden-5-yl)-2,3-dihydrobenzo[d][1,3,2]diazaborinin-4(1H)-one C(C1=CC=CC=C1)N1B(NC2=C(C1=O)C=CC=C2)C=2C(=C1CC(CC1=C(C2CCO[Si](C)(C)C(C)(C)C)C)(COC)COC)C